2-(2-(ethylsulfanyl)-7-(4-(trifluoromethoxy)phenyl)pyrazolo[1,5-a]pyrimidin-3-yl)-3-methyl-6-(trifluoromethyl)-3H-imidazo[4,5-c]pyridine C(C)SC1=NN2C(N=CC=C2C2=CC=C(C=C2)OC(F)(F)F)=C1C1=NC2=C(C=NC(=C2)C(F)(F)F)N1C